(1R,3S,4S)-3-(hydrazinocarbonyl)-2-azabicyclo[2.2.1]heptane-2-carboxylic acid tert-butyl ester C(C)(C)(C)OC(=O)N1[C@@H]2CC[C@H]([C@H]1C(=O)NN)C2